C=1(C(=CC(=C(C1)N)N)N)N benzene-1,2,4,5-tetramine